N2-(4,6-diamino-1,3,5-triazin-2-yl)-1,3,5-triazin-2,4,6-triamine NC1=NC(=NC(=N1)N)NC1=NC(=NC(=N1)N)N